(5R)-5-phenyl-N-[(3S)-7-methoxy-1-methyl-2-oxo-4,5-dihydro-3H-pyrido[3,4-b]azepin-3-yl]-6,7-dihydro-5H-pyrrolo[1,2-b][1,2,4]triazole-2-carboxamide C1(=CC=CC=C1)[C@H]1CCC=2N1N=C(N2)C(=O)N[C@H]2CCC1=C(N(C2=O)C)C=NC(=C1)OC